boron disuccinate C(CCC(=O)[O-])(=O)[O-].C(CCC(=O)O)(=O)[O-].[B+3]